(1s,4s)-4-((2-Chloro-5-((1-methyl-1H-pyrazol-4-yl)ethynyl)pyridin-4-yl)amino)-1-methylcyclohexan-1-ol ClC1=NC=C(C(=C1)NC1CCC(CC1)(O)C)C#CC=1C=NN(C1)C